C1(CCCC1)C1=C(C=C(CP(OCC)(OCC)=O)C=C1OC)OC diethyl 4-cyclopentyl-3,5-dimethoxybenzylphosphonate